(E)-2-(2-(dimethylamino)vinyl)-4-methoxy-5-nitrobenzoic acid methyl ester COC(C1=C(C=C(C(=C1)[N+](=O)[O-])OC)\C=C\N(C)C)=O